Cl.C1(=CC=CC=C1)NCCC[Si](OC)(OC)OC N-phenyl-3-aminopropyl-trimethoxysilane, hydrochloride